5-(2-fluoro-6-methoxyphenyl)-3-(6-(4-methylpiperazin-1-yl)pyrid-3-yl)-1H-pyrazolo[4,3-c]pyridazin-6(5H)-one FC1=C(C(=CC=C1)OC)N1N=C2C(=CC1=O)NN=C2C=2C=NC(=CC2)N2CCN(CC2)C